Cl.C(=O)O.N[C@@H](CS)C(=O)O cysteine formate hydrochloride